methyl α-L-rhamnopyranoside O([C@H]1[C@H](O)[C@H](O)[C@@H](O)[C@@H](O1)C)C